N[C@@H]1CN(CCC1)CC=1C=C(C=C(C1)N1C=NC(=C1)C)NC(CC1=NC=C(C=C1)C1=CC=CC=C1)=O (S)-N-(3-((3-aminopiperidin-1-yl)methyl)-5-(4-methyl-1H-imidazol-1-yl)phenyl)-2-(5-phenylpyridin-2-yl)acetamide